1-(2-fluorophenyl)-N-methyl-methanamine FC1=C(C=CC=C1)CNC